2-(4-cyclopropylpiperazin-1-yl)pyridine-5-boronic acid pinacol ester C1(CC1)N1CCN(CC1)C1=NC=C(C=C1)B1OC(C)(C)C(C)(C)O1